2-chloro-6-(cyclopropylmethoxy)-[1,2,4]triazolo[1,5-a]pyridine ClC1=NN2C(C=CC(=C2)OCC2CC2)=N1